FC1(C(C1)C(=O)NC1=CC=C(C=C1)C=1OC2=C(N1)C=CC=C2F)F 2,2-Difluoro-N-[4-(7-fluoro-1,3-benzoxazol-2-yl)phenyl]cyclopropancarboxamid